NC(C(C)NC(=O)C1=C(OC2=C1C=C(C=C2)OCC=2C(=NC=CC2)OC)C)=O N-(1-amino-1-oxopropan-2-yl)-5-((2-methoxypyridin-3-yl)methoxy)-2-methylbenzofuran-3-carboxamide